C(C)(C)(C)OC(=O)NCC1=CC(=C(C=C1)NC(=O)C1=CC2=C(OCCC3=C2SC=C3)C=C1C=1C(=NC(=CC1)C(NCCC)=O)C(=O)OC)OCCC methyl 3-(9-((4-(((tert-butoxycarbonyl)amino)methyl)-2-propoxyphenyl)carbamoyl)-4,5-dihydrobenzo[b]thieno[2,3-d]oxepin-8-yl)-6-(propylcarbamoyl)picolinate